[3-[3-[4-(trifluoromethylsulfonyl)phenyl]-1-bicyclo[1.1.1]pentanyl]azetidin-1-yl]methanone FC(S(=O)(=O)C1=CC=C(C=C1)C12CC(C1)(C2)C2CN(C2)C=O)(F)F